C(CCCCCCCCCCCCCCCCCCCCC)(=O)OC1=C(C=C(C=C1)CC1=C(C=C(C=C1C)OCP(=O)(N[C@H](C(=O)OC(C)C)C)OCC1=CC=CC=C1)C)C(C)C 4-(4-(((benzyloxy)(((S)-1-isopropoxy-1-oxopropan-2-yl)amino)phosphoryl)methoxy)-2,6-dimethylbenzyl)-2-isopropylphenyl docosanoate